CC1OCC1N Methyloxetane-3-amine